(E)-3-(2-((methylsulfanyl)methyl)-4-nitrophenyl)but-2-en-1-ol ethyl-9-[3-(tert-butoxycarbonylamino)cyclobutyl]-1,9-diazatricyclo[6.3.1.04,12]dodeca-2,4,6,8(12)-tetraene-2-carboxylate C(C)C1=C(N2CCN(C=3C=CC=C1C23)C2CC(C2)NC(=O)OC(C)(C)C)C(=O)OC\C=C(/C)\C2=C(C=C(C=C2)[N+](=O)[O-])CSC